C(=CC1=CC=CC=C1)C1=C(C=2NC3=CC=CC=C3SC2C=C1)C=CC1=CC=CC=C1 distyryl-phenothiazine